C(C=C)OC(=O)[C@@H]1CC[C@H]2N1C([C@H](CN(CC2)C(C)=O)NC(=O)C2=CC1=C(S2)C=CC(=C1)C(F)(F)P(=O)(OCC)OCC)=O (5s,8s,10ar)-3-acetyl-5-(5-((diethoxyphosphoryl)difluoromethyl)benzo[b]thiophene-2-carboxamido)-6-oxodecahydropyrrolo[1,2-a][1,5]diazocine-8-carboxylic acid allyl ester